5-fluoro-4-(4-(thiazol-2-yl)piperidin-1-yl)pyridin-3-amine FC=1C(=C(C=NC1)N)N1CCC(CC1)C=1SC=CN1